N-decyl-acrylamide C(CCCCCCCCC)NC(C=C)=O